beta-hydroxy-acrylic amide OC=CC(=O)N